ClC=1C(=C(C=CC1Cl)O)[C@@H]1CC2=NN=C(N2C1)CCO (S)-3,4-dichloro-2-(3-(2-hydroxyethyl)-6,7-dihydro-5H-pyrrolo[2,1-c][1,2,4]triazol-6-yl)phenol